ClC=1C=C2C(=C(C=NC2=CC1)[N+](=O)[O-])NC1C(CN(C1)C(=O)OC(C)(C)C)(F)F tert-butyl 4-[(6-chloro-3-nitroquinolin-4-yl) amino]-3,3-difluoropyrrolidine-1-carboxylate